C(CCCC=CCC=CCC=CCC=CCCCCC)(=O)O eicos-5,8,11,14-tetraenoic acid